N-(3,5-dichloro-4-((1-(1-(difluoromethyl)cyclopropyl)-1H-benzo[d]imidazol-6-yl)oxy)phenyl)-5-oxo-4,5-dihydro-1,2,4-oxadiazole-3-carboxamide ClC=1C=C(C=C(C1OC=1C=CC2=C(N(C=N2)C2(CC2)C(F)F)C1)Cl)NC(=O)C1=NOC(N1)=O